OCC1CN(CCN(C1)C(=O)OC(C)(C)C)S(=O)(=O)C1=C(C=CC=C1)[N+](=O)[O-] tert-butyl 6-(hydroxymethyl)-4-((2-nitrophenyl) sulfonyl)-1,4-diazacycloheptane-1-carboxylate